O=C1NC(CCC1N1C(C2=CC=CC(=C2C1=O)[N+](=O)[O-])=O)=O 2-(2,6-dioxo-3-piperidinyl)-4-nitro-isoindoline-1,3-dione